BrC=1C=C(C(=NC1)OC1CCOCC1)Cl 5-bromo-3-chloro-2-((tetrahydro-2H-pyran-4-yl)oxy)pyridine